4-fluoro-2-cyanopyridine FC1=CC(=NC=C1)C#N